(4-chloromethylphenyl)ethylethoxysilane ClCC1=CC=C(C=C1)CC[SiH2]OCC